C1[C@H]([C@@H]([C@H]([C@@H]([C@H]1[NH3+])O[C@@H]2[C@@H]([C@H]([C@@H]([C@H](O2)C[NH3+])O)O)[NH3+])O)O)[NH3+] The molecule is an organic cation obtained by protonation of the four free amino groups of neamine; major species at pH 7.3. It is an ammonium ion derivative and an organic cation. It is a conjugate acid of a neamine.